C(C)(C)(C)OC(N[C@H](C(=O)N(C)C1=NC=C(C=C1F)Cl)COC(C)(C)C)=O (S)-(3-(tert-butoxy)-1-((5-chloro-3-fluoropyridin-2-yl)(methyl)amino)-1-oxoprop-2-yl)carbamic acid tert-butyl ester